The molecule is a spirostanyl glycoside that is pennogenin attached to a beta-D-glucopyranosyl moiety at position 3 via a glycosidic linkage. Isolated from the stem bark of Dracaena mannii, it exhibits anti-inflammatory activity. It has a role as a metabolite and an anti-inflammatory agent. It is a spirostanyl glycoside, a 17alpha-hydroxy steroid, a beta-D-glucoside and a monosaccharide derivative. It derives from a pennogenin. C[C@@H]1CC[C@@]2([C@H]([C@]3([C@@H](O2)C[C@@H]4[C@@]3(CC[C@H]5[C@H]4CC=C6[C@@]5(CC[C@@H](C6)O[C@H]7[C@@H]([C@H]([C@@H]([C@H](O7)CO)O)O)O)C)C)O)C)OC1